(3E,6Z)-(1-chloro-7,11-dimethyl-3,6,10-dodecatrien-3-yl)methyl phenyl sulfone C1(=CC=CC=C1)S(=O)(=O)C\C(\CCCl)=C\C\C=C(/CCC=C(C)C)\C